CC1(C(C(=CC2(CN(CCO2)C(C(C(F)(F)F)(OC)C2=C(C=CC=C2)F)=O)C1)C#N)=O)C 10,10-dimethyl-9-oxo-4-[3,3,3-trifluoro-2-(2-fluorophenyl)-2-methoxypropanoyl]-1-oxa-4-azaspiro[5.5]undec-7-ene-8-carbonitrile